2-(3-chloro-4-(1-(5-fluoropyridin-2-yl)-2-hydroxyethoxy)pyrazolo[1,5-a]pyridin-6-yl)-3-methyl-5,6-dihydroimidazo[1,2-a]pyrazine ClC=1C=NN2C1C(=CC(=C2)C=2N=C1N(CCN=C1)C2C)OC(CO)C2=NC=C(C=C2)F